5-amino-4-methylpentanoic acid hydrochloride Cl.NCC(CCC(=O)O)C